(S)-N-(1-(3-chloro-5-(2,2,2-trifluoroethoxy)phenyl)cyclopropyl)-3-(2,4-difluorophenyl)-3-hydroxybutanamide ClC=1C=C(C=C(C1)OCC(F)(F)F)C1(CC1)NC(C[C@](C)(O)C1=C(C=C(C=C1)F)F)=O